C(#N)C1=C(C(C(=CN1C1CC1)C(=O)N)=O)C1=CC=C(C=C1)F 6-cyano-1-cyclopropyl-5-(4-fluorophenyl)-4-oxo-1,4-dihydropyridine-3-carboxamide